methyl 4-amino-1-(4-((5-fluoro-2-methoxybenzamido)methyl)phenyl)-3-morpholino-1H-pyrazole-5-carboxylate NC=1C(=NN(C1C(=O)OC)C1=CC=C(C=C1)CNC(C1=C(C=CC(=C1)F)OC)=O)N1CCOCC1